1-(4-Cyano-3-(trifluoromethyl)phenyl)azetidin-3-yl 4-(azetidin-1-yl)-2-methyl-5,7-dihydro-6H-pyrrolo[3,4-d]pyrimidine-6-carboxylate N1(CCC1)C=1C2=C(N=C(N1)C)CN(C2)C(=O)OC2CN(C2)C2=CC(=C(C=C2)C#N)C(F)(F)F